4-(2-((R)-2-(2-isopropylphenyl)piperazin-1-yl)-7-azaspiro[3.5]nonan-7-yl)benzamide C(C)(C)C1=C(C=CC=C1)[C@H]1N(CCNC1)C1CC2(C1)CCN(CC2)C2=CC=C(C(=O)N)C=C2